(R)-6-hydroxy-3-methylhexanoic acid ethyl ester C(C)OC(C[C@@H](CCCO)C)=O